1-[1-(difluoromethyl)pyrazol-4-yl]-N-[4-[(6,7-dimethoxy-1,5-naphthyridin-4-yl)oxy]-3-fluorophenyl]-5-(4-fluorophenyl)-4-oxopyridine-3-carboxamide FC(N1N=CC(=C1)N1C=C(C(C(=C1)C1=CC=C(C=C1)F)=O)C(=O)NC1=CC(=C(C=C1)OC1=CC=NC2=CC(=C(N=C12)OC)OC)F)F